rac-(4aR,8aS)-6-[4-[2-Methoxy-1-[4-(trifluoromethyl)phenyl]ethyl]piperazine-1-carbonyl]-4,4a,5,7,8,8a-hexahydropyrido[4,3-b][1,4]oxazin-3-one COCC(C1=CC=C(C=C1)C(F)(F)F)N1CCN(CC1)C(=O)N1C[C@@H]2[C@@H](OCC(N2)=O)CC1 |r|